FC=1C(=C2C(=NC1)C(=C(S2)C(=O)O)N2CCOCC2)C2=C(C(=CC(=C2)F)F)F 6-fluoro-3-morpholino-7-(2,3,5-trifluorophenyl)thieno[3,2-b]pyridine-2-carboxylic acid